3-amino-2,3-dihydrothiophene-2-carboxylic acid NC1C(SC=C1)C(=O)O